N-carbamimidoyl-2-(2,4-dimethyl-[1,1'-biphenyl]-3-yl)acetamide C(N)(=N)NC(CC=1C(=C(C=CC1C)C1=CC=CC=C1)C)=O